(E)-ethyl 4-(((Z)-(1-amino-2,2-dimethylpropylidene)amino)oxy)-4-oxobut-2-enoate N\C(\C(C)(C)C)=N/OC(/C=C/C(=O)OCC)=O